OC[C@@H](C)[C@H]1CC[C@H]2C3=CCC4C[C@H](CC[C@]4(C)[C@H]3CC[C@]12C)O (3S,20S)-20-(hydroxymethyl)-pregn-7-en-3-ol